ClC=1C=C(C=CC1OC(C)C)C=1SC=C(N1)SC=1N=NNC1C(=O)O 4-((2-(3-chloro-4-isopropoxyphenyl)thiazol-4-yl)thio)-1H-1,2,3-triazole-5-carboxylic acid